2-(4-methyl-3-cyclohexenyl)propionaldehyde CC1=CCC(CC1)C(C=O)C